ClC=1C=C(C=CC1N1CCOCC1)CC1CN(CCO1)C(=O)OC(C)(C)C tert-butyl 2-{[3-chloro-4-(morpholin-4-yl)phenyl]methyl}morpholine-4-carboxylate